N1C[C@@H](CC1)OC1=CC=C(C#N)C=C1 (R)-4-(pyrrolidin-3-yloxy)benzonitrile